phenylstyrene C1=CC=C(C=C1)C=CC2=CC=CC=C2